C(CCCCCC(=O)[O-])(=O)OCC monoethyl pimelate